3-hydroxy-2-(4-(trifluoromethyl)benzyl)propanenitrile OCC(C#N)CC1=CC=C(C=C1)C(F)(F)F